BrC1=CC(=C(C=2C=C(OC21)C)O)C=O 7-bromo-4-hydroxy-2-methylbenzofuran-5-carbaldehyde